N-(5-(cyclopropylmethoxy)-2-nitrophenyl)-N-methylmethanesulfonamide C1(CC1)COC=1C=CC(=C(C1)N(S(=O)(=O)C)C)[N+](=O)[O-]